arachidic acid, hexadecyl ester C(CCCCCCCCCCCCCCCCCCC)(=O)OCCCCCCCCCCCCCCCC